COC(=O)C1=C(C=C(C=C1F)C1=CC=C(C=C1)F)F 3,4',5-trifluoro-[1,1'-biphenyl]-4-carboxylic acid methyl ester